N1=CN=C(C2=C1OC=C2)N Furo[2,3-d]Pyrimidin-4-Amine